N-[3-chloro-4-[4-(5-hydroxypiperidine-3-carbonyl)piperazine-1-carbonyl]phenyl]-5-[2,3-difluoro-4-(fluoromethoxy)phenyl]-1-methyl-imidazole-2-carboxamide ClC=1C=C(C=CC1C(=O)N1CCN(CC1)C(=O)C1CNCC(C1)O)NC(=O)C=1N(C(=CN1)C1=C(C(=C(C=C1)OCF)F)F)C